NN1C(=NC=2N(C(NC2C1=O)=O)[C@@H]1O[C@@H]([C@@H]([C@H]1O)F)CO)N 1,2-diamino-9-((2R,3S,4R,5R)-4-fluoro-3-hydroxy-5-(hydroxymethyl)tetrahydrofuran-2-yl)-7,9-dihydro-1H-purine-6,8-dione